7-bromo-2,6-dichloro-5,6-difluoroquinazolin-4(3H)-one BrC=1C(C(=C2C(NC(N=C2C1)Cl)=O)F)(F)Cl